C(N)(=O)[C@H]1N(C[C@@]2(C(NC(N2C)=O)=O)C1)C(=O)OC(C)(C)C t-butyl (5R,8S)-8-carbamoyl-1-methyl-2,4-dioxo-1,3,7-triazaspiro[4.4]nonane-7-carboxylate